BrC=1C=C2C(=C(NC2=CC1)C1=CC(=NC=C1)N1CCN(CC1)C(=O)OCC1=CC=CC=C1)CC(CO[Si](C1=CC=CC=C1)(C1=CC=CC=C1)C(C)(C)C)(C)C benzyl 4-[4-(5-bromo-3-[3-[(tert-butyldiphenylsilyl)oxy]-2,2-dimethylpropyl]-1H-indol-2-yl)pyridin-2-yl]piperazine-1-carboxylate